COCOC1=C(C(=CC(=C1)C(F)(F)F)C)C1=CC2=C(N=N1)N(C(=C2C)C)C2CC(C2)(O)C (1s,3s)-3-{3-[2-(methoxymethoxy)-6-methyl-4-(trifluoromethyl)phenyl]-5,6-dimethyl-7H-pyrrolo[2,3-c]pyridazin-7-yl}-1-methylcyclobutanol